tert-Butyl N-[1-[1-(difluoromethyl)pyrazol-3-yl]cyclobutyl]carbamate FC(N1N=C(C=C1)C1(CCC1)NC(OC(C)(C)C)=O)F